3-bromo-1-(cyclopropylmethyl)-7-(1-methyl-1H-pyrazol-4-yl)-1,6-naphthyridin-2(1H)-one BrC=1C(N(C2=CC(=NC=C2C1)C=1C=NN(C1)C)CC1CC1)=O